ethyl-1,4-hexadiene C(C)C=CCC=CC